2-(4-methylbenzyl)isoindoline-1,3-dione CC1=CC=C(CN2C(C3=CC=CC=C3C2=O)=O)C=C1